Choline Glycine NCC(=O)O.OCC[N+](C)(C)C